C(#N)C1=CC=C(C=C1)N1C(N(C(C1)C#N)C1=CN=CC2=CC=CC=C12)=O 1-(4-cyanophenyl)-3-(isoquinolin-4-yl)-2-oxoimidazoline-4-carbonitrile